pyrimido[4,5-d]pyrimidin-4-amine N1=CN=C(C=2C1=NC=NC2)N